CN1N=NC(=C1NC(O[C@H](C)C=1C(=NC=C(C1)F)F)=O)C1=NC=C(C=C1)NC(=O)C1=CN=NC(=C1)C (R)-1-(2,5-difluoropyridin-3-yl)ethyl (1-methyl-4-(5-(6-methylpyridazine-4-carboxamido) pyridin-2-yl)-1H-1,2,3-triazol-5-yl)carbamate